BrCCN1C(C=CC1=O)=O N-(2-bromoethyl)maleimide